CCC(CCCCCCC)=O 3-DECANONE